[(4-methoxyphenyl)methyl]benzenesulfonamide COC1=CC=C(C=C1)CC1=C(C=CC=C1)S(=O)(=O)N